(2S)-1-(3,5-dichloro-2-methyl-phenyl)-2-methyl-piperazine ClC=1C(=C(C=C(C1)Cl)N1[C@H](CNCC1)C)C